COC=1C=C(C=CC1)C1=C(C=C(C=C1)C)[C@@H](C(C)(C)C)O (R)-1-(3'-methoxy-4-methyl-[1,1'-biphenyl]-2-yl)-2,2-dimethylpropan-1-ol